2-[[(2-carboxyethyl)sulfanylthiocarbonyl]-sulfanyl]propanoic acid C(=O)(O)CCSC(=S)SC(C(=O)O)C